(S)-6-(1-amino-1,3-dihydro-spiro[indene-2,4'-piperidin]-1'-yl)-3-(1-(2-fluorophenyl)vinyl)-1,5-dihydro-4H-pyrazolo[3,4-d]pyrimidin-4-one N[C@@H]1C2=CC=CC=C2CC12CCN(CC2)C=2NC(C1=C(N2)NN=C1C(=C)C1=C(C=CC=C1)F)=O